(tert-butyl 1-(thieno[2,3-d]pyrimidin-4-yl) piperidin-4-yl) carbamate C(N)(OC1CC(N(CC1)C=1C2=C(N=CN1)SC=C2)C(C)(C)C)=O